C(C)(C)(C)N(C(O)=O)CC(=O)NC1=CC=CC=2NC(N(C21)C2CCC(CC2)C(NC2=CC(=C(C=C2)C)OC)=O)=O.C(C)(C)(C)OC(=O)C(N)C(=O)O 2-[(tert-butoxy)carbonyl]glycine tert-butyl-N-[2-[[1-cis-[4-[(3-methoxy-4-methyl-phenyl)carbamoyl]cyclohexyl]-2-oxo-3H-benzimidazol-4-yl]amino]-2-oxo-ethyl]carbamate